tert-butyl (6-((6-(3,5-dimethyl-4-(2,2,2-trifluoroacetyl) piperazin-1-yl)-2-methylpyridin-3-yl)amino)spiro[3.3]heptan-2-yl)carbamate CC1CN(CC(N1C(C(F)(F)F)=O)C)C1=CC=C(C(=N1)C)NC1CC2(CC(C2)NC(OC(C)(C)C)=O)C1